N-(8-quinolyl)-2-phenylethyl-3-butenamide N1=CC=CC2=CC=CC(=C12)NC(C(C=C)CCC1=CC=CC=C1)=O